(S)-methyl 2-((2-(2,6-difluoro-4-(methylcarbamoyl)-phenyl)-5-methyl-1H-benzo[d]imidazol-1-yl)methyl)morpholine-4-carboxylate FC1=C(C(=CC(=C1)C(NC)=O)F)C1=NC2=C(N1C[C@H]1CN(CCO1)C(=O)OC)C=CC(=C2)C